2,3-dibromo-5,6-lutidine BrC1=NC(=C(C=C1Br)C)C